L-arginyl-L-2-amino-5-phosphoryl-3Z-pentenoic acid N[C@@H](CCCNC(N)=N)C(=O)\C(=C(\C(=O)O)/N)\CC#P=O